C(#N)C1=CC(=C(C(=C1)F)NC=1N(C2=NC(=NC=C2N1)N[C@H]1CN(CCC1)S(=O)(=O)C1=CC=C(C)C=C1)C1CCC(CC1)C(=O)N)F (1S,4s)-4-(8-(4-cyano-2,6-difluorophenylamino)-2-((R)-1-tosylpiperidin-3-ylamino)-9H-purin-9-yl)cyclohexanecarboxamide